CS(=O)(=O)[O-].C[N+]1=CC=C(C=C1)CC 1-Methyl-4-ethylpyridinium methansulfonat